C(C)C1=CC2=C(NC1=O)C[C@@H](OC2)CN2CCN(CC2)C=2C=CC(=NC2F)C(=O)NC (R)-5-(4-((3-ethyl-2-oxo-1,5,7,8-tetrahydro-2H-pyrano[4,3-b]pyridin-7-yl)methyl)piperazin-1-yl)-6-fluoro-N-methylpicolinamide